N1-((3-(4,4-bis(ethoxymethyl)cyclohexyl)-5,5-difluoro-4,5,6,7-tetrahydropyrazolo[1,5-a]pyridin-2-yl)methyl)-N1,N2-dimethylethane-1,2-diamine C(C)OCC1(CCC(CC1)C=1C(=NN2C1CC(CC2)(F)F)CN(CCNC)C)COCC